3-cyclopropyl-5-fluoro-N-[(2Z)-imidazolidin-2-ylidene]-4-{[3-(2-oxo-1,3-oxazolidin-3-yl)phenyl]amino}benzamide C1(CC1)C=1C=C(C(=O)N=C2NCCN2)C=C(C1NC1=CC(=CC=C1)N1C(OCC1)=O)F